(R)-methyl-piperidine CN1CCCCC1